C(CCCCCC(=O)OC(CCCCCCCC)C)(=O)OCC(COC(CCCCCC(=O)OC(CCCCCCCC)C)=O)(COC(CCCCCC(=O)OC(CCCCCCCC)C)=O)CO O1-[2-(hydroxymethyl)-3-[7-(1-methylnonoxy)-7-oxo-heptanoyl]oxy-2-[[7-(1-methylnonoxy)-7-oxo-heptanoyl]oxymethyl]propyl] O7-(1-methylnonyl) heptanedioate